2-Oxo-5-(4-(pyridin-2-ylmethoxy)phenyl)-6-(trifluoromethyl)-1,2-dihydropyridine-3-carboxamide O=C1NC(=C(C=C1C(=O)N)C1=CC=C(C=C1)OCC1=NC=CC=C1)C(F)(F)F